N-(2-Cyclopropylethyl)-4-(2-(4-morpholinopiperidin-1-yl)pyridin-3-yl)-1H-imidazole-1-carboxamide C1(CC1)CCNC(=O)N1C=NC(=C1)C=1C(=NC=CC1)N1CCC(CC1)N1CCOCC1